chloro-N-methyl-N-(4'-(trifluoromethyl)-[1,1'-biphenyl]-3-yl)-[1,2,4]triazolo[4,3-a]quinazolin-5-amine ClC1=NN=C2N1C1=CC=CC=C1C(=N2)N(C=2C=C(C=CC2)C2=CC=C(C=C2)C(F)(F)F)C